1-benzyl-N-ethyl-N,3-dimethylpyrrolidin-3-amine C(C1=CC=CC=C1)N1CC(CC1)(N(C)CC)C